C(C)C=1N=C(C(=NC1)C)C 5-ethyl-2,3-dimethyl-pyrazine